C(CCCCCCC\C=C/C\C=C/C\C=C/CC)(=O)OCC(COC(NC1CN(C1)CC(F)F)=O)COC(CCCCCCC\C=C/C\C=C/CCCCC)=O 3-(((1-(2,2-difluoroethyl)azetidin-3-yl)carbamoyl)oxy)-2-((((9Z,12Z)-octadeca-9,12-dienoyl)oxy)methyl)propyl (9Z,12Z,15Z)-octadeca-9,12,15-trienoate